C(CCCCCCCCCC(C)C)NCCCCCCCCCCC(C)C di(isotridecyl)amine